ClC1=CC(=C(COC=2C=C(C=CC2F)C=2C=CC(=NC2)CC2=NC3=C(N2CC2OCCC2)C=CC=C3)C=C1)F 2-((5-(3-(4-Chloro-2-fluorobenzyloxy)-4-fluorophenyl)pyridin-2-yl)methyl)-1-((tetrahydrofuran-2-yl)methyl)-1H-benzo[d]imidazol